ClC=1C(=C(C=CC1)NC1=NC=NC2=CC(=C(C=C12)[N+](=O)[O-])C#CC1[C@@H]2CN(C[C@H]12)C(=O)OC(C)(C)C)F tert-butyl (1R,5S,6s)-6-((4-((3-chloro-2-fluorophenyl) amino)-6-nitroquinazolin-7-yl) ethynyl)-3-azabicyclo[3.1.0]hexane-3-carboxylate